rel-5-[[2-[(2S,5R)-5-Methyl-2-(6-methyl-3-pyridyl)-1-piperidyl]-2-oxo-acetyl]amino]pyridine-3-carboxamide C[C@@H]1CC[C@H](N(C1)C(C(=O)NC=1C=C(C=NC1)C(=O)N)=O)C=1C=NC(=CC1)C |o1:1,4|